3-amino-3-(3-methoxyphenyl)propionic acid NC(CC(=O)O)C1=CC(=CC=C1)OC